CN1C(C2(C3=CC=CC=C13)CC2)=O 1'-methylspiro[cyclopropane-1,3'-indolin]-2'-one